2-bromo-N-(2-bromo-2,2-difluoro-acetyl)-2,2-difluoro-N'-[5-[6-(2,2,2-trifluoroethoxy)-3-pyridinyl]pyrazin-2-yl]acethydrazide BrC(C(=O)N(NC1=NC=C(N=C1)C=1C=NC(=CC1)OCC(F)(F)F)C(C(F)(F)Br)=O)(F)F